Dimethylhafnium [2',2'''-(pyridine-2,6-diyl)bis(5-methyl-3-((3r,5r,7r)-3,5,7-trimethyladamantan-1-yl)-[1,1'-biphenyl]-2-olate)] N1=C(C=CC=C1C1=C(C=CC=C1)C=1C(=C(C=C(C1)C)C12CC3(CC(CC(C1)(C3)C)(C2)C)C)[O-])C2=C(C=CC=C2)C=2C(=C(C=C(C2)C)C23CC1(CC(CC(C2)(C1)C)(C3)C)C)[O-].C[Hf+2]C